2-((3-(2,6-dioxopiperidin-3-yl)-1-methyl-1H-indazol-7-yl)oxy)-N-(4-(N-methyl-sulfamoyl)phenyl)acetamide O=C1NC(CCC1C1=NN(C2=C(C=CC=C12)OCC(=O)NC1=CC=C(C=C1)S(NC)(=O)=O)C)=O